BrC1=C(C=CC2=CC=CC=C12)C=1C=C(C=CC1)C1=NC(=NC(=N1)C1=CC=CC=C1)C1=CC=CC=C1 2-(3-(1-bromonaphthalen-2-yl)phenyl)-4,6-diphenyl-1,3,5-triazine